C(C)N(C1[C@@H]2CN(C[C@H]12)C(=O)OC(C)(C)C)CC(F)(F)F tert-butyl (1R,5S,6s)-6-[ethyl(2,2,2-trifluoroethyl)amino]-3-azabicyclo[3.1.0]hexane-3-carboxylate